heptanedione CCCCC(=O)C(=O)C